4-(4-(3,8-diazabicyclo[3.2.1]octan-3-yl)-6-chloro-2-(((2R,7aS)-2-fluorotetrahydro-1H-pyrrolizin-7a(5H)-yl)methoxy)quinazolin-7-yl)-2-amino-7-fluorobenzo[b]thiophene-3-carbonitrile C12CN(CC(CC1)N2)C2=NC(=NC1=CC(=C(C=C21)Cl)C2=CC=C(C=1SC(=C(C12)C#N)N)F)OC[C@]12CCCN2C[C@@H](C1)F